CN1CCC(CC1)(O)C(F)(F)F 1-methyl-4-(trifluoromethyl)piperidin-4-ol